1,2,4,7-naphthalenetetracarboxylic acid C=1(C(=CC(=C2C=CC(=CC12)C(=O)O)C(=O)O)C(=O)O)C(=O)O